C[C@H](C=C)[C@H]1[C@@H]2CC[C@H](CN1C(=O)OCC[Si](C)(C)C)N2C(=O)OC(C)(C)C 8-(tert-butyl) 3-(2-(trimethylsilyl)ethyl) (1S,2S,5R)-2-((R)-but-3-en-2-yl)-3,8-diazabicyclo[3.2.1]octane-3,8-dicarboxylate